C1(CC1)C1=NC2=CC=CC=C2C(=C1C=O)C1=CC=C(C=C1)F 2-cyclopropyl-4-(4'-fluorophenyl)-3-quinolinecarboxaldehyde